4,6-dihydroxy-cyclohexane-1,3-dione OC1C(CC(C(C1)O)=O)=O